(((S)-oxetan-2-yl)methyl)-3H-imidazo[4,5-b]pyridine O1[C@H](CC1)CC1=NC=2C(=NC=CC2)N1